(3R)-1-butyl-2,5-dioxo-3-((1R)-1-hydroxy-1-cyclohexylmethyl)-9-(1-(4-(4-carboxyphenoxy)phenyl)ethyl)-1,4,9-triazaspiro[5.5]undecane C(CCC)N1C([C@H](NC(C12CCN(CC2)C(C)C2=CC=C(C=C2)OC2=CC=C(C=C2)C(=O)O)=O)[C@@H](C2CCCCC2)O)=O